S'-((1,3,5-triazinane-1,3,5-triyl) tris(propane-3,1-diyl)) triisobutanethiosulfonate C(C(C)C)S(=O)(OCCCN1CN(CN(C1)CCCOS(=O)(=S)CC(C)C)CCCOS(=O)(=S)CC(C)C)=S